C[Se](=O)O The molecule is an organoselenium compound that is seleninic acid in which the hydrogen attached to selenium is replaced by a methyl group. It has a role as a human xenobiotic metabolite, an EC 3.5.1.98 (histone deacetylase) inhibitor and an antineoplastic agent. It is a one-carbon compound and an organoselenium compound. It derives from a seleninic acid.